17-hydroxycholesterol O[C@]1([C@@H](CCCC(C)C)C)CC[C@H]2[C@@H]3CC=C4C[C@@H](O)CC[C@]4(C)[C@H]3CC[C@]12C